C(CCC)[C@H]1N(S(C2=C(N(C1)C1=CC=CC=C1)C=C(C(=C2)OCC(C(=O)O)OC)SC)(=O)=O)C 3-(((R)-3-butyl-2-methyl-7-(methylthio)-1,1-dioxido-5-phenyl-2,3,4,5-tetrahydro-1,2,5-benzothiadiazepin-8-yl)oxy)-2-methoxypropanoic acid